(3aR,5s,6aS)-N-[6-(2,4-dimethylpyrazol-3-yl)pyridazin-3-yl]-2-(tetrahydropyran-3-ylmethyl)-3,3a,4,5,6,6a-hexahydro-1H-cyclopenta[c]pyrrol-5-amine CN1N=CC(=C1C1=CC=C(N=N1)NC1C[C@@H]2[C@@H](CN(C2)CC2COCCC2)C1)C